CC=1C(=NC=CC1)CN1C[C@@H]2[C@H](C1)CC(C2)CNC=2N=NC(=CC2)C=2N(N=CC2C)C N-[[(3aR,5s,6aS)-2-[(3-methyl-2-pyridyl)methyl]-3,3a,4,5,6,6a-hexahydro-1H-cyclopenta[c]pyrrol-5-yl]methyl]-6-(2,4-dimethylpyrazol-3-yl)pyridazin-3-amine